CN([C@H]1C[C@H](C1)CS(=O)(=O)N1CCC(CC1)(O)C(F)(F)F)C=1C2=C(N=CN1)NC=C2 1-[({cis-3-[methyl(7H-pyrrolo[2,3-d]pyrimidin-4-yl)amino]cyclobutyl}methyl)sulfonyl]-4-(trifluoromethyl)piperidin-4-ol